C1(=CC=CC=C1)C(C)(C)C1NCCC1 2-(2-phenyl-propan-2-yl)pyrrolidine